N-[4-(prop-2-yloxy)pyridin-2-yl]Acetamide 2-thiophencarboxylate S1C(=CC=C1)C(=O)O.CC(C)OC1=CC(=NC=C1)NC(C)=O